FC=1C(=C(C=CC1)C1(CC(CC1)C=1C=C2C=NN(C2=CC1)C)C(=O)O)C 1-(3-fluoro-2-methylphenyl)-3-(1-methyl-1H-indazol-5-yl)cyclopentane-1-carboxylic acid